C(C)(C)(C)OC(=O)N1CC2(C1)CCN(CC2)C2=NC(=NC1=C(C(=C(C=C21)Cl)Br)F)OC2CCN(CC2)C 7-(7-bromo-6-chloro-8-fluoro-2-((1-methylpiperidin-4-yl)oxy)quinazolin-4-yl)-2,7-diazaspiro[3.5]Nonane-2-carboxylic acid tert-butyl ester